(2s,4s)-2-(2-(chloromethyl)allyl)-4-hydroxypyrrolidine-1,2-dicarboxylic acid 1-(tert-butyl) 2-methyl ester COC(=O)[C@]1(N(C[C@H](C1)O)C(=O)OC(C)(C)C)CC(=C)CCl